ClC=1C=CC(=C(C1)C1=CC(=CN=N1)NC1=CC=NC2=CC(=CC=C12)OC1CCN(CC1)C(=O)OC(C)(C)C)F Tert-Butyl 4-[(4-{[6-(5-Chloro-2-Fluorophenyl)Pyridazin-4-Yl]Amino}Quinolin-7-Yl)Oxy]Piperidine-1-Carboxylate